Racemic-1-(1-(6,7-difluoro-1-oxo-1,2-dihydroisoquinolin-4-yl)ethyl)-1-ethyl-3-phenylurea FC=1C=C2C(=CNC(C2=CC1F)=O)[C@@H](C)N(C(=O)NC1=CC=CC=C1)CC |r|